(R)-(1-(6-(([1,1'-biphenyl]-4-ylmethyl)amino)-9-isopropyl-9H-purin-2-yl)piperazin-2-yl)methanol C1(=CC=C(C=C1)CNC1=C2N=CN(C2=NC(=N1)N1[C@H](CNCC1)CO)C(C)C)C1=CC=CC=C1